octa-4-ylmethyl 3,5-di-tert-butyl-4-hydroxyhydrocinnamate C(C)(C)(C)C=1C=C(CCC(=O)OCC(CCC)CCCC)C=C(C1O)C(C)(C)C